CC1(C=2C=CC=CC2C=2C3=C(C(=C(C12)O)N=O)C=CC=C3)C 7,7-dimethyl-5-nitroso-7H-benzo[c]fluoren-6-ol